O1C=C(C2=C1C=CC=C2)C[C@H](NC(C(NC=2SC1=C(N2)C=CC(=C1)OC)=O)=O)B(O)O (R)-(2-(benzofuran-3-yl)-1-(2-oxo-2-((6-methoxybenzo[d]thiazol-2-yl)amino)acetamido)ethyl)boronic acid